(9Z,27Z)-hexatriacont-9,27-dien-18-ylarginylserinate CCCCCCCC\C=C/CCCCCCCC(CCCCCCCC\C=C/CCCCCCCC)N[C@@H](CCCNC(N)=N)C(=O)N[C@@H](CO)C(=O)[O-]